1-(8Z,11Z,14Z-eicosatrienoyl)-2-(13Z,16Z-docosadienoyl)-glycero-3-phospho-(1'-sn-glycerol) CCCCC/C=C\C/C=C\CCCCCCCCCCCC(=O)O[C@H](COC(=O)CCCCCC/C=C\C/C=C\C/C=C\CCCCC)COP(=O)(O)OC[C@H](CO)O